1-(4-(2-([1,2,4]triazolo[1,5-a]pyrimidin-6-yl)-3-isopropyl-1H-indol-5-yl)piperidin-1-yl)-2-(dimethylamino)ethan-1-one N1=CN=C2N1C=C(C=N2)C=2NC1=CC=C(C=C1C2C(C)C)C2CCN(CC2)C(CN(C)C)=O